COC(C[C@H](C(C)SC1=CC=CC=C1)NC(=O)OCC1=CC=CC=C1)=O (3R)-3-(((benzyloxy)carbonyl)amino)-4-(phenylsulfanyl)pentanoic acid methyl ester